C(N)(=O)C=1C(=C(C2=CC=CC=C2C1)Cl)NC(=O)C=1N(N=C(C1)OC(F)F)C1=NC=CC=C1Cl N-(3-carbamoyl-1-chloro-2-naphthyl)-2-(3-chloro-2-pyridinyl)-5-(difluoromethoxy)pyrazole-3-carboxamide